Tert-butyl 3-(2-(1-(3-bromophenyl)-1H-pyrazol-3-yl)propanamido)-5-cyclopropyl-1H-pyrazole-1-carboxylate BrC=1C=C(C=CC1)N1N=C(C=C1)C(C(=O)NC1=NN(C(=C1)C1CC1)C(=O)OC(C)(C)C)C